1,3-dioxine O1COCC=C1